4-methyl-7-((6-(trifluoromethyl)pyridin-3-yl)oxy)-1,2,3,4-tetrahydroisoquinoline trifluoroacetate FC(C(=O)O)(F)F.CC1CNCC2=CC(=CC=C12)OC=1C=NC(=CC1)C(F)(F)F